(R)-2-((5-(2-(6-((2,2-dimethoxyethyl)amino)-2-methylhexan-3-yl)-2,6-diazaspiro[3.4]oct-6-yl)-1,2,4-triazin-6-yl)oxy)-N-ethyl-5-fluoro-N-isopropylbenzamide fumarate C(\C=C\C(=O)O)(=O)O.COC(CNCCC[C@H](C(C)C)N1CC2(C1)CN(CC2)C=2N=CN=NC2OC2=C(C(=O)N(C(C)C)CC)C=C(C=C2)F)OC